C(C)(C)(C)OC(=O)NC12CC(C1)(C2)C2=NC=C(C(=O)OC)C=C2 Methyl 6-(3-((tert-butoxycarbonyl)amino)bicyclo[1.1.1]pentan-1-yl)nicotinate